9,9-dihexyl-2,7-dibromofluorene 5,5'-bis(2-butyloctyl)-(2,2'-bithiophene)-4,4'-dicarboxylate C(CCC)C(CC1=C(C=C(S1)C=1SC(=C(C1)C(=O)O)CC(CCCCCC)CCCC)C(=O)O)CCCCCC.C(CCCCC)C1(C2=CC(=CC=C2C=2C=CC(=CC12)Br)Br)CCCCCC